5-((1-methyl-2,6-dioxopiperidin-3-yl)amino)-2-(piperidin-4-yl)phenyl sulfurofluoridate S(OC1=C(C=CC(=C1)NC1C(N(C(CC1)=O)C)=O)C1CCNCC1)(=O)(=O)F